3-bromo-5-(2-methoxyphenyl)isoxazole BrC1=NOC(=C1)C1=C(C=CC=C1)OC